(3R,6S)-cyclohexylmethyl 6-(4-aminobutyl)-3-isobutyl-4,7-dioxo-8-phenethylhexahydropyrazino[2,1-c][1,2,4]oxadiazine-1(6H)-carboxylate NCCCC[C@H]1C(N(CC2N(O[C@@H](C(N21)=O)CC(C)C)C(=O)OCC2CCCCC2)CCC2=CC=CC=C2)=O